N1N=CC2=C(C=CC=C12)C(C#N)=C1CCN(CC1)C(=O)N1CCC(CC1)OC 2-(1H-Indazol-4-yl)-2-(1-(4-methoxypiperidin-1-carbonyl)piperidin-4-yliden)acetonitril